CC([O-])C.CC([O-])C.CC([O-])C.CC([O-])C.[Ti+4] titanium tetrakis(isopropoxide)